FC=1C=2N(C=C(C1)C1=CC3=CN(N=C3C(=C1)F)C)C=CN2 8-fluoro-6-(7-fluoro-2-methyl-indazol-5-yl)imidazo[1,2-a]pyridine